((S)-1-(((S)-1-((4-(hydroxymethyl)phenyl)amino)-1-oxo-5-ureidopentan-2-yl)amino)-3-methyl-1-oxobutan-2-yl)carbamic acid tert-butyl ester C(C)(C)(C)OC(N[C@H](C(=O)N[C@H](C(=O)NC1=CC=C(C=C1)CO)CCCNC(=O)N)C(C)C)=O